FC(CN1CCN(C2(CC2)C1)C(=O)OC(C)(C)C)F tert-butyl 7-(2,2-difluoroethyl)-4,7-diazaspiro[2.5]octane-4-carboxylate